C(CCC)OC(C=C)=O.C=CC1=CC=CC=C1 styrene (S)-n-butyl-acrylate